NC=1C(=C(C=CC1)O)C(F)(F)F amino-2-(trifluoromethyl)phenol